FC(OC(C(=O)O)=CC1=CC=CC=C1)(F)F trifluoromethoxycinnamic acid